FC1=C(C(Br)Br)C(=CC=C1)C(F)(F)F 2-fluoro-6-(trifluoromethyl)bromobenzyl bromide